9,9-dibromo-2-chlorofluorene BrC1(C2=CC=CC=C2C=2C=CC(=CC12)Cl)Br